FC1=C(C=CC(=C1)C(F)(F)F)C=1C=C(C=C2C=C(C=NC12)C(=O)O)OC 8-(2-Fluoro-4-(trifluoromethyl)phenyl)-6-methoxyquinoline-3-carboxylic acid